4-(2-(pyridin-4-yloxy)ethoxy)benzaldehyde N1=CC=C(C=C1)OCCOC1=CC=C(C=O)C=C1